BrC1=CC2=C(OC3=C2C=CC=C3)C=3C=CC=CC13 5-bromonaphtho[1,2-b]benzofuran